OC=C(C1=CC=CC=C1)C1=CC=CC=C1 2-hydroxydiphenyl-ethylene